CS(=O)(=O)C=1N=CC2=C(N1)N(C(C=C2C#C[Si](C)(C)C)=O)C2=CC=CC=C2 2-(methylsulfonyl)-8-phenyl-5-((trimethylsilyl)ethynyl)pyrido[2,3-d]pyrimidin-7(8H)-one